(R)-1-chloro-3-(2,6-dichloro-4-(2-(4-((R)-2-hydroxy-3-(1H-imidazol-1-yl)propoxy)phenyl)propan-2-yl)phenoxy)propan-2-yl acetate C(C)(=O)O[C@@H](CCl)COC1=C(C=C(C=C1Cl)C(C)(C)C1=CC=C(C=C1)OC[C@@H](CN1C=NC=C1)O)Cl